(S)-2-chloro-4-(2-(hydroxymethyl)pyrrolidin-1-yl)quinazoline-7-carbonitrile ClC1=NC2=CC(=CC=C2C(=N1)N1[C@@H](CCC1)CO)C#N